(4-(pyrimidin-2-yl)phenyl)methylamine N1=C(N=CC=C1)C1=CC=C(C=C1)CN